tricyclo[4.4.0.12,5]undecane-3,8-diene C12C3C=CC(C2CC=CC1)C3